C1(=CC=CC=C1)OP(OC1=CC2=C(NC(=N2)S(=O)CC2=NC=C(C(=C2C)OC)C)C=C1)(OC1=CC=CC=C1)=O phosphoric acid 2-(((4-methoxy-3,5-dimethylpyridin-2-yl) methyl) sulfinyl)-1H-benzo[d]imidazol-5-yl ester diphenyl ester